C(C)(C)(C)OC(=O)N1[C@H](C[C@@]([C@H](C1)C)(C)OC1=NC=C(C=C1)OC(C)C)C.C(C)(=O)C1=C(C(=C(C=C1)NC(C)=O)[N+](=O)[O-])O |&1:10| N-(4-acetyl-3-hydroxy-2-nitro-phenyl)acetamide (±)-tert-butyl-(2S,5S)-4-((5-isopropoxypyridin-2-yl)oxy)-2,4,5-trimethylpiperidine-1-carboxylate